2-(2-(2,6-dioxopiperidin-3-yl)-1-oxoisoindolin-4-yl)acetaldehyde O=C1NC(CCC1N1C(C2=CC=CC(=C2C1)CC=O)=O)=O